ClC=1C=C2C=NC(=NC2=CC1N1CCN(CC1)[C@H]1COC[C@H]1O)NC=1C=NN(C1C)C(C#N)(C)C |o1:17,21| (3S,4S) or (3R,4R)-2-[4-({6-chloro-7-[4-(4-hydroxyoxolan-3-yl)piperazin-1-yl]quinazolin-2-yl}amino)-5-methyl-1H-pyrazol-1-yl]-2-methylpropanenitrile